6-dimethylamino-9-[3-(p-azido-L-beta-phenylalanylamino)-3-deoxy-beta-ribofuranosyl]purine CN(C1=C2N=CN(C2=NC=N1)[C@H]1[C@H](O)[C@@H]([C@H](O1)CO)NC(C[C@@H](N)C1=CC=C(C=C1)N=[N+]=[N-])=O)C